N1CC(C1)CN1[C@H](CN(CC1)C(=O)OCC1=CC=CC=C1)C (S)-benzyl 4-(azetidin-3-ylmethyl)-3-methylpiperazine-1-carboxylate